BrC1=C(C=NN(C1=O)C)N[C@@H]1C[C@@H](CN(C1)C)C1=CC=C(C(=O)N2CCN(CC2)CC=2C=C(C=CC2)N2C(NC(CC2)=O)=O)C=C1 1-[3-[[4-[4-[(3R,5R)-5-[(5-bromo-1-methyl-6-oxo-pyridazin-4-yl)amino]-1-methyl-3-piperidyl]benzoyl]piperazin-1-yl]methyl]phenyl]hexahydropyrimidine-2,4-dione